1,8a-dihydroimidazo[1,2-a]Pyridine-3-carbaldehyde N1C=C(N2C1C=CC=C2)C=O